Alpha-(methoxyimino)-N-methyl-2-[[[1-[3-(trifluoromethyl)phenyl]ethoxy]imino]methyl]phenylacetamide CON=C(C(=O)NC)C1=C(C=CC=C1)C=NOC(C)C1=CC(=CC=C1)C(F)(F)F